F\C(=C/C(=O)NC1=CC(=CC=C1)C=1C=CC=C2C=NC(=NC12)NC1=CC=C(C=C1)N1CCN(CC1)C)\C (Z)-3-fluoro-N-(3-(2-((4-(4-methylpiperazin-1-yl)phenyl)amino)quinazolin-8-yl)phenyl)but-2-enamide